3-[1-[4-(trifluoromethyl)benzyl]azetidin-3-yl]azetidine-1-carboxylic acid tert-butyl ester C(C)(C)(C)OC(=O)N1CC(C1)C1CN(C1)CC1=CC=C(C=C1)C(F)(F)F